COC=1C=CC2=C(NC(=N2)NC(=O)C2=C(N(C(=C2)C)CC=2C=NN(C2)C)C)C1 N-(6-methoxy-1H-benzo[d]imidazol-2-yl)-2,5-dimethyl-1-((1-methyl-1H-pyrazol-4-yl)methyl)-1H-pyrrole-3-carboxamide